C(C)(C)(C)C1N2C(C3=CC(=C(C=C3C1)C=1C=NN(C1)CCN1CCOCC1)OC)=CC(C(=C2)C(=O)O)=O 6-tert-butyl-10-methoxy-9-[1-(2-morpholinoethyl)-1H-pyrazol-4-yl]-2-oxo-6,7-dihydro-2H-pyrido[2,1-a]isoquinoline-3-carboxylic acid